OC1=C(C=CC=C1N[C@H]1COC2(C1)CCN(CC2)S(=O)(=O)C=2C=NC1=CC=C(C=C1C2O)C)S(=O)(=O)NC (S)-2-hydroxy-3-((R)-8-(4-hydroxy-6-methylquinolin-3-ylsulfonyl)-1-oxa-8-azaspiro[4.5]dec-3-ylamino)-N-methylbenzenesulfonamide